2-(3-hydrazinyl-1H-pyrazol-1-yl)acetic Acid N(N)C1=NN(C=C1)CC(=O)O